2-chloro-4-((1-(1-(2-cyclohexyl-3,3,3-trifluoro-2-hydroxypropanoyl)piperidin-4-yl)azetidin-3-yl)amino)-N,N-dimethylbenzamide ClC1=C(C(=O)N(C)C)C=CC(=C1)NC1CN(C1)C1CCN(CC1)C(C(C(F)(F)F)(O)C1CCCCC1)=O